C(C)C=1C=2N(N=C(C1)C(=O)N1[C@@H](C3=CC=CC=C3CC1)C)C=C(N2)C2=C(C=C(C=C2)/C=C/C(=O)O)F (R,E)-3-(4-(8-ethyl-6-(1-methyl-1,2,3,4-tetrahydroisoquinoline-2-carbonyl)imidazo[1,2-b]pyridazin-2-yl)-3-fluorophenyl)acrylic acid